C(C)N(C(=O)[C@H]1CN([C@@H]2CC3C4=C(C2=C1)C=CC=C4NC3)CCC)CC (6aR,9R)-N,N-diethyl-7-propyl-4,5,5a,6,6a,7,8,9-octahydroindolo[4,3-fg]quinoline-9-carboxamide